3-(8-acetyl-2-oxo-1,8-diazaspiro[4.5]dec-3-yl)-2-((tert-butoxycarbonyl)amino)propanoic acid methyl ester COC(C(CC1C(NC2(C1)CCN(CC2)C(C)=O)=O)NC(=O)OC(C)(C)C)=O